(R)-N-((1R,2R)-1-(3-chloro-4-isopropoxyphenyl)-1-hydroxy-3-(pyrrolidin-1-yl)propan-2-yl)-1-(4-chlorophenyl)pyrrolidine-3-carboxamide ClC=1C=C(C=CC1OC(C)C)[C@H]([C@@H](CN1CCCC1)NC(=O)[C@H]1CN(CC1)C1=CC=C(C=C1)Cl)O